C1(CCCC1)[NH2+]CC[C@@H](NC(=O)C1=CC=2C(=NC=3CC[C@@H](CC3C2)C(C)(C)C)S1)C1=CC=C(C=C1)C1=CNC(C=C1)=O cyclopentyl-[(3R)-3-[4-(6-oxo-1H-pyridin-3-yl)phenyl]-3-[[(6S)-6-tert-butyl-5,6,7,8-tetrahydrothieno[2,3-b]quinoline-2-carbonyl]amino]propyl]ammonium